BrC1=CC(=NC=C1)C(C)=O 1-(4-bromopyridin-2-yl)ethane-1-one